COC1=CC=C(C=N1)[C@H](CC(=O)O)N1C(C=2N(CC1)C=C(C2)CCCC2=NC=1NCCCC1C=C2)=O (S)-3-(6-methoxypyridin-3-yl)-3-(1-oxo-7-(3-(5,6,7,8-tetrahydro-1,8-naphthyridin-2-yl)propyl)-3,4-dihydropyrrolo[1,2-a]pyrazin-2(1H)-yl)propanoic acid